N(=[N+]=[N-])CCOCCOCCOCCOCCCC=1C=C2C(N(C(C2=CC1)=O)C1C(NC(CC1)=O)=O)=O 5-[3-[2-[2-[2-(2-azidoethoxy)ethoxy]ethoxy]ethoxy]propyl]-2-(2,6-dioxo-3-piperidyl)isoindoline-1,3-dione